(5-chloro-2-methoxy-4-methylpyridin-3-yl)(6-((3-chloro-5-(trifluoromethyl)benzyl)oxy)pyridin-2-yl)methanone ClC=1C(=C(C(=NC1)OC)C(=O)C1=NC(=CC=C1)OCC1=CC(=CC(=C1)C(F)(F)F)Cl)C